tert-butyl N-[[5-(dimethylcarbamoyl)-2-(1,1-dioxothietan-3-yl)pyrazol-3-yl]methyl]carbamate CN(C(=O)C=1C=C(N(N1)C1CS(C1)(=O)=O)CNC(OC(C)(C)C)=O)C